2,3-dichlorophenyl thiol ClC1=C(C=CC=C1Cl)S